NCC(C(=O)NS(=O)(=O)C=1C(=C(C(=CC1CCCCC)O)C1CCCC(=C1)C)O)C 3-amino-N-((2,6-dihydroxy-5'-methyl-4-pentyl-1',2',3',4'-tetrahydro-[1,1'-biphenyl]-3-yl)sulfonyl)-2-methylpropanamide